4-(4-amino-3-fluorophenoxy)-N-methylpyridineamide NC1=C(C=C(OC2=CC(=NC=C2)C(=O)NC)C=C1)F